(S)-3-methoxy-N,N-dimethyl-2-((2-oxo-4-(o-tolyl)-2H-chromen-7-yl)oxy)propenamide COC=C(C(=O)N(C)C)OC1=CC=C2C(=CC(OC2=C1)=O)C1=C(C=CC=C1)C